C(C(C)C)OC=1C(=NN(C(C1)=O)CC(=O)NC12CC(C1)(C2)C2=NC(=NO2)C)C(C)C 2-(4-isobutoxy-3-isopropyl-6-oxopyridazin-1(6H)-yl)-N-(3-(3-methyl-1,2,4-oxadiazol-5-yl)bicyclo[1.1.1]pent-1-yl)acetamide